NC(CC(C)(C)C)=O 1-amino-3,3-dimethyl-1-oxo-butan